ClC=1C(=C(C=CC1)C1OC2=C(OC1)C=CC=C2C2CCN(CC2)CC2=NC1=C(N2C[C@H]2OCC2)C=C(C=C1)C(=O)O)F 2-((4-(3-(3-chloro-2-fluorophenyl)-2,3-dihydrobenzo[b][1,4]dioxin-5-yl)piperidin-1-yl)methyl)-1-(((S)-oxetan-2-yl)methyl)-1H-benzo[d]imidazole-6-carboxylic acid